(2-fluoro-5-(2-morpholinoethoxy)phenyl)-N-(4-morpholinophenyl)quinazolin-2-amine FC1=C(C=C(C=C1)OCCN1CCOCC1)C1=NC(=NC2=CC=CC=C12)NC1=CC=C(C=C1)N1CCOCC1